FC(C1=NC=NC=C1N1C[C@@H](CC1)CN1C[C@@H](C([C@@H](C1)O)O)O)(F)F (3S,4S,5R)-1-(((S)-1-(4-(trifluoromethyl)pyrimidin-5-yl)pyrrolidin-3-yl)methyl)piperidine-3,4,5-triol